(S)-2-chloro-N-(1-(3,4-dichlorophenyl)-2-(dimethylamino)ethyl)-4-(trifluoromethoxy)benzenesulfonamide ClC1=C(C=CC(=C1)OC(F)(F)F)S(=O)(=O)N[C@H](CN(C)C)C1=CC(=C(C=C1)Cl)Cl